6-(cyclopropanecarboxamido)-4-((2,5-dimethyl-4,5-dihydro-2H-[1,2,3]triazolo[4,5-c]quinolin-6-yl)amino)-N-methylnicotinamide C1(CC1)C(=O)NC1=NC=C(C(=O)NC)C(=C1)NC1=CC=CC=2C=3C(CN(C12)C)=NN(N3)C